methylol acrylate C(C=C)(=O)OCO